trans-5-(1,3-dioxo-2,3-dihydro-1H-isoindol-2-yl)-1,3-dioxane-2-carboxylic acid O=C1N(C(C2=CC=CC=C12)=O)[C@H]1CO[C@@H](OC1)C(=O)O